(±)-1-((1S,2S)-2-azido-1,3-difluorobutyl)-3-(trifluoromethyl)benzene N(=[N+]=[N-])[C@H]([C@@H](F)C1=CC(=CC=C1)C(F)(F)F)[C@@H](C)F |&1:16|